C1(=CC=CC=C1)C1(C2=CC=CC=C2C=2C=CC=CC12)C=1C=C(C=CC1)N1C2=CC=CC=C2C=2C=CC=CC12 9-[3-(9-phenyl-9H-fluoren-9-yl)phenyl]-9H-carbazole